C(=CCCCCCCCCCC)OC[C@@H](OC=CCCCCCCCCCC)COP(=O)(O)OCCN 1,2-di-dodecenyl-sn-glycero-3-phosphorylethanolamine